ClC1=NC=CC(=N1)C1=C(N=C(S1)C12CC(C1)(C2)C(F)(F)F)C=2C(=C(C=CC2)NS(=O)(=O)C2=C(C=CC=C2C(F)(F)F)F)F N-(3-(5-(2-chloropyrimidin-4-yl)-2-(3-(trifluoromethyl)bicyclo[1.1.1]pent-1-yl)-thiazol-4-yl)-2-fluorophenyl)-2-fluoro-6-(trifluoromethyl)benzenesulfonamide